1-[(2,4-difluorophenyl)methyl]-1-(piperidin-4-yl)-3-{[4-(propan-2-yloxy)phenyl]methyl}urea FC1=C(C=CC(=C1)F)CN(C(=O)NCC1=CC=C(C=C1)OC(C)C)C1CCNCC1